N1(CCOCC1)C(=O)O[C@@H]1CC[C@H](CC1)C(N(C[C@@H]1CC[C@H](CC1)C1=NC(=C(C=C1)OC)C)C1=NC=CC(=C1)C=1C=NN(C1)C(C)C)=O trans-4-((4-(1-Isopropyl-1H-pyrazol-4-yl)pyridin-2-yl)((trans-4-(5-methoxy-6-methylpyridin-2-yl)cyclohexyl)methyl)carbamoyl)cyclohexyl morpholine-4-carboxylate